FC1=CC=C(C=C1)N(C(OC1=C(C=C(C=C1N1C(N(CC1)CCO)=O)Cl)Cl)=O)C 2,4-dichloro-6-(3-(2-hydroxyethyl)-2-oxoimidazolidin-1-yl)phenyl (4-fluorophenyl)(methyl)carbamate